tert-butyl (3aR,5s,6aS)-5-cyano-3,3a,4,5,6,6a-hexahydro-1H-cyclopenta[c]pyrrole-2-carboxylate C(#N)C1C[C@@H]2[C@@H](CN(C2)C(=O)OC(C)(C)C)C1